1-methyl-3-hexylimidazole bistrifluoromethanesulfonimide salt [N-](S(=O)(=O)C(F)(F)F)S(=O)(=O)C(F)(F)F.CN1CN(C=C1)CCCCCC